C(C#CC)(=O)OCC Beta-ethyl butynoate